[N-]=C=O.[N-]=C=O.C=CCCCC hexene diisocyanate